ClC=1C(=CC(=C2C(=NNC12)I)F)F 7-Chloro-4,6-difluoro-3-iodo-1H-indazole